C1C2=CC=CC=C2N(C1=O)O hydroxyoxindole